N[C@]1([C@@H]([C@H](C(O)O[C@@H]1C)NC(C)=O)O)O 4-amino-d-N-acetylfucosamine